NC1(C(CCCC1)(CC(=O)O)N)CC(=O)O 1,2-diaminocyclohexane-1,2-diacetic acid